C(C)(C)(C)OC(=O)N1C[C@H]([C@@H](C1)C1=CC=CC=C1)C(NC=1C=C(C=CC1)C1=CC=CC=C1)=O (3S,4R)-4-phenyl-3-[(biphenyl-3-yl)carbamoyl]Pyrrolidine-1-carboxylic acid tert-butyl ester